3-amino-1,5-naphthalenedisulfonic acid NC=1C=C(C=2C=CC=C(C2C1)S(=O)(=O)O)S(=O)(=O)O